1,1,2-Triphenylethane C1(=CC=CC=C1)C(CC1=CC=CC=C1)C1=CC=CC=C1